benzyl 3-(2-chloro-6-(4-fluorophenyl)pyridin-4-yl)-3-methylpyrrolidine-1-carboxylate ClC1=NC(=CC(=C1)C1(CN(CC1)C(=O)OCC1=CC=CC=C1)C)C1=CC=C(C=C1)F